C(CCCCC(=O)O)(=O)O.B(O)(NN)NN boric acid, dihydrazide adipate